(2S,3S,4R,5R)-4-[[3-(3-methoxy-2-methyl-4-pyridinyl)-4,5-dimethyl-5-(trifluoromethyl)tetrahydrofuran-2-carbonyl]amino]pyridine-2-carboxamide COC=1C(=NC=CC1[C@H]1[C@H](O[C@]([C@@H]1C)(C(F)(F)F)C)C(=O)NC1=CC(=NC=C1)C(=O)N)C